tert-butyl N-(7-chloro-3,4-dihydro-2H-pyrano[3,2-b]pyridin-6-yl)carbamate ClC=1C=C2C(=NC1NC(OC(C)(C)C)=O)CCCO2